ClC1=C(C=C(C=C1)S(=O)(=O)NC=1C(=NC=C(C1)C)OC=1C=C(C=CC1)NC(C#CC)=O)C(F)(F)F N-(3-((3-((4-chloro-3-(trifluoromethyl)phenyl)sulfonamido)-5-methylpyridin-2-yl)oxy)phenyl)but-2-ynamide